N-[(3-chloro-4-fluorophenyl)-(5-methyl-4-methylsulfonyl-1H-imidazol-2-yl)methyl]-2-(trifluoromethyl)quinolin-3-amine ClC=1C=C(C=CC1F)C(NC=1C(=NC2=CC=CC=C2C1)C(F)(F)F)C=1NC(=C(N1)S(=O)(=O)C)C